COC(C1=CC(=CC=C1)NC[C@H]1OCC1)=O 3-({[(2S)-oxetan-2-yl]methyl}amino)benzoic acid methyl ester